CN1C2=C(OCC1)C=C(C=C2)C2=C(C1=C(C=N2)N(C=N1)CC1CCN(CC1)C)C1=CC=C(C#N)C=C1 4-(6-(4-methyl-3,4-dihydro-2H-benzo[b][1,4]oxazin-7-yl)-3-((1-methylpiperidin-4-yl)methyl)-3H-imidazo[4,5-c]pyridin-7-yl)benzonitrile